OC[C@H](C1=CC=CC=C1)NC1=NC(=NC=C1C=1OC=CN1)NC1=CC=C2CC(NC(C2=C1)=O)(C)C 7-[[4-[[(1S)-2-hydroxy-1-phenyl-ethyl]amino]-5-oxazol-2-yl-pyrimidin-2-yl]amino]-3,3-dimethyl-2,4-dihydroisoquinolin-1-one